CC(C(C(=O)[O-])(C)C)(CCCCC)C Tetramethyloctanoat